3-amino-6-(3-(5,5-dimethyl-5,6-dihydro-4H-pyrrolo[1,2-b]pyrazol-3-yl)phenyl)pyrazine NC=1C=NC(=CN1)C1=CC(=CC=C1)C1=C2N(N=C1)CC(C2)(C)C